N[C@@H]1[C@@H](CCC1)NC(=O)C=1SC=2N=CC=C3N(C(NC1C23)=O)C2=CC=C(C=C2)OC2=CC=CC=C2 N-((1R,2S)-2-Aminocyclopentyl)-4-oxo-5-(4-phenoxyphenyl)-4,5-dihydro-3H-1-thia-3,5,8-triazaacenaphthylene-2-carboxamide